[3-[2-[(3R,5S)-3,5-dimethyl-4-(4-piperidinylmethyl)piperazin-1-yl]-4-pyridinyl]-1H-indazol-5-yl]Carbamic acid tert-butyl ester C(C)(C)(C)OC(NC=1C=C2C(=NNC2=CC1)C1=CC(=NC=C1)N1C[C@H](N([C@H](C1)C)CC1CCNCC1)C)=O